FN1N=CC2=CC=CC=C12 fluoro-1H-indazol